C(C1=CC=CC=C1)N1CC=2C(N(C=3N=CC=CC3C2CC1)CC1=CC(=CC=C1)F)=O 3-benzyl-6-(3-fluorobenzyl)-2,3,4,6-tetrahydropyrido[3,4-c][1,8]naphthyridine-5(1H)-one